2-((1-methyl-1H-imidazol-4-yl)amino)-N-(4-phenylpyridin-3-yl)pyrimidine-4-carboxamide CN1C=NC(=C1)NC1=NC=CC(=N1)C(=O)NC=1C=NC=CC1C1=CC=CC=C1